C1(CC1)C12CCC(CC1)(CC2)CO (4-cyclopropylbicyclo[2.2.2]oct-1-yl)methanol